(3R)-9-chloro-3-((dimethylamino)methyl)-7-((2S,5R)-2,5-dimethylpiperazin-1-yl)-10-(2-fluoro-6-hydroxyphenyl)-5-oxo-3,5-dihydro-2H-[1,4]oxazino[2,3,4-ij]quinoline-6-carbonitrile ClC=1C=C2C(=C(C(N3C2=C(C1C1=C(C=CC=C1O)F)OC[C@H]3CN(C)C)=O)C#N)N3[C@H](CN[C@@H](C3)C)C